C(C)(C)(C)OC(=O)N1[C@H](C[C@@H](C1)N1C=C(C=2C(=NC=CC21)N=C(C2=CC=CC=C2)C2=CC=CC=C2)C#CC2=CC1=C(N(C=N1)CC)C=C2)COC (2r,4s)-4-(4-((diphenylmethylene)amino)-3-((1-ethyl-1H-benzo[d]imidazol-5-yl)ethynyl)-1H-pyrrolo[3,2-c]pyridin-1-yl)-2-(methoxymethyl)pyrrolidine-1-carboxylic acid tert-butyl ester